C1(CC1)N1CCCCC1 (R)-1-cyclopropylpiperidin